1-Cyclopentyl-3-(7-((pyridin-2-ylmethyl)amino)quinazolin-2-yl)urea C1(CCCC1)NC(=O)NC1=NC2=CC(=CC=C2C=N1)NCC1=NC=CC=C1